tert-butyl 4-[2-[4-[2-[6-methyl-7-oxo-1-(p-tolylsulfonyl) pyrrolo[2,3-c]pyridin-4-yl]-4-nitro-phenoxy]phenyl]ethyl]piperidine-1-carboxylate CN1C(C2=C(C(=C1)C1=C(OC3=CC=C(C=C3)CCC3CCN(CC3)C(=O)OC(C)(C)C)C=CC(=C1)[N+](=O)[O-])C=CN2S(=O)(=O)C2=CC=C(C=C2)C)=O